COC=1C=C(C=CC1OC)C=1N(C2=C(C(=NC(=C2)C2=CC=C(C=C2)N2CCC3(CN(C3)C(C)C)CC2)C)N1)C 2-(3,4-dimethoxyphenyl)-6-(4-(2-isopropyl-2,7-diazaspiro[3.5]nonan-7-yl)phenyl)-1,4-dimethyl-1H-imidazo[4,5-c]pyridine